N-(1H-indol-3-yl)-6-(4-methylsulfonylphenyl)-3,4-dihydroisoquinoline-2(1H)-carboxamide N1C=C(C2=CC=CC=C12)NC(=O)N1CC2=CC=C(C=C2CC1)C1=CC=C(C=C1)S(=O)(=O)C